FC1=C(C=CC=C1)N(C1=CC(=NC2=C(N=CC=C12)C1=CC=NN1)N1CCOCC1)C N-(2-fluorophenyl)-N-methyl-2-(morpholin-4-yl)-8-(1H-pyrazol-5-yl)-1,7-naphthyridin-4-amine